14-amino-3,6,9,12-tetraoxatetradecanoic acid NCCOCCOCCOCCOCC(=O)O